C\C(=C/C(=O)[O-])\C(=O)[O-] 3-methylfumarate